C(C)(C)(C)OC(=O)N(C(OC(C)(C)C)=O)C1=C(C(=CC=C1F)NC(C1=C(C=CC(=C1)NC1=NOC(C1)(C(F)(F)F)C1=CC(=CC(=C1)Cl)Cl)Cl)=O)F tert-butyl N-tert-butoxycarbonyl-N-[3-[[2-chloro-5-[[5-(3,5-dichloro-phenyl)-5-(trifluoromethyl)-4H-isoxazol-3-yl]amino]benzoyl]amino]-2,6-difluoro-phenyl]carbamate